11-Biphenyl-2-yl-6-(4-chloro-phenyl)-11H-indeno[1,2-c]chinolin-11-ol C1(=C(C=CC=C1)C1(C=2C=CC=CC2C=2C(=NC3=CC=CC=C3C21)C2=CC=C(C=C2)Cl)O)C2=CC=CC=C2